3-pyridazinecarboxamide N1=NC(=CC=C1)C(=O)N